ClC=1C=C(C=2N(N1)C=C(N2)C)CO (6-chloro-2-methylimidazo[1,2-b]pyridazin-8-yl)methanol